methyl 2-(N-(6-((4-(aminomethyl)-1H-pyrazol-1-yl)methyl)-4-methoxybenzo[d]isoxazol-3-yl)sulfamoyl)benzoate NCC=1C=NN(C1)CC1=CC2=C(C(=NO2)NS(=O)(=O)C2=C(C(=O)OC)C=CC=C2)C(=C1)OC